OC1CN(CCC1)C1=CC=C(C=C1)NC1=NC=C(C(=N1)N1CC2(C1)C(CC2)=O)C(F)(F)F 2-(2-{[4-(3-hydroxypiperidin-1-yl)phenyl]amino}-5-(trifluoromethyl)pyrimidin-4-yl)-2-azaspiro[3.3]heptan-5-one